tert-butyl 3-(2-amino-5-(trifluoromethyl) pyrimidin-4-yl)-1H-indole-1-carboxylate NC1=NC=C(C(=N1)C1=CN(C2=CC=CC=C12)C(=O)OC(C)(C)C)C(F)(F)F